C1(=C(C=CC=C1)C1=NC(=CC(=N1)Cl)Cl)C1=CC=CC=C1 2-([1,1'-biphenyl]-2-yl)-4,6-Dichloropyrimidine